OC(CC(=O)O)(CC(=O)O)C(=O)O.[K] potassium 2-hydroxypropane-1,2,3-tricarboxylic acid